The molecule is an androstanoid having 17beta-hydroxy and 3-oxo groups, together with unsaturation at C-4-C-5.. It has a role as an androgen, a human metabolite, a Daphnia magna metabolite and a mouse metabolite. It is a 17beta-hydroxy steroid, an androstanoid, a C19-steroid and a 3-oxo-Delta(4) steroid. C[C@]12CC[C@H]3[C@H]([C@@H]1CC[C@@H]2O)CCC4=CC(=O)CC[C@]34C